NC(C)C=1C=C(C=CC1)NC1=NC(=NC=C1C(=O)N)NC1=C(C=C2CCN(CC2=C1)C)Cl 4-{[3-(1-aminoethyl)phenyl]amino}-2-[(6-chloro-2-methyl-1,2,3,4-tetrahydroisoquinolin-7-yl)amino]pyrimidine-5-carboxamide